NC1=C2N=CN(C2=NC(=N1)Cl)[C@H]1[C@H]([C@@H]2O[P@](OC[C@H]2O1)(=O)OCC[C@@H](C(=O)OC(C)C)C)F Isopropyl (S)-4-(((2R,4aR,6R,7S,7aR)-6-(6-amino-2-chloro-9H-purin-9-yl)-7-fluoro-2-oxidotetrahydro-4H-furo[3,2-d][1,3,2]dioxaphosphinin-2-yl)oxy)-2-methylbutanoate